NC=1N=CC(=NC1C#CC1=CC(=CC(=C1)OC)OC)C=1C=C(C=CC1C)C(C(=O)N)(C(F)(F)F)O 2-(3-(5-amino-6-((3,5-dimethoxyphenyl)ethynyl)pyrazin-2-yl)-4-methylphenyl)-3,3,3-trifluoro-2-hydroxypropanamide